(1R,2S)-1-(5-chloropyrimidin-2-yl)-N-(4-(4,6-dimethoxypyrimidin-5-yl)-5-((1r,3R)-3-(hydroxymethyl)cyclobutyl)-4H-1,2,4-triazol-3-yl)-1-methoxypropane-2-sulfonamide ClC=1C=NC(=NC1)[C@H]([C@H](C)S(=O)(=O)NC1=NN=C(N1C=1C(=NC=NC1OC)OC)C1CC(C1)CO)OC